C1(CC1)C1=CC(=NN1)C(=O)O 5-cyclopropyl-1H-pyrazole-3-carboxylic acid